ClC=1C=CC(=C2CCC(C12)=O)OC1CC2(CN(C2)CCNC2=CC=3N(C=C2)C=NN3)C1 7-chloro-4-[[2-[2-([1,2,4]triazolo[4,3-a]pyridin-7-ylamino)ethyl]-2-azaspiro[3.3]heptan-6-yl]oxy]indan-1-one